barium tricarballylate C(CC(C(=O)[O-])CC(=O)[O-])(=O)[O-].[Ba+2].C(CC(C(=O)[O-])CC(=O)[O-])(=O)[O-].[Ba+2].[Ba+2]